COC1=CC(=NC=C1)C1=NC(NC(N1)=O)=O 6-(4-methoxypyridin-2-yl)-1,3,5-triazine-2,4(1H,3H)-dione